C(C)(C)(C)OC(=O)N(C1=CC=C(C(=N1)C(=O)OC)C)C(=O)OC(C)(C)C Methyl 6-(bis(t-butoxycarbonyl) amino)-3-methylpyridinecarboxylate